N-(6-amino-1-(4-(trifluoromethyl)phenyl)-1,2,3,4-tetrahydro-1,5-naphthyridin-3-yl)acryl-amide NC=1N=C2CC(CN(C2=CC1)C1=CC=C(C=C1)C(F)(F)F)NC(C=C)=O